C1=C(C=CC2=CC=CC=C12)C(=O)NC(=O)N1CCNCC1 N-(2-naphthoyl)piperazine-1-carboxamide